C(C)(C)(C)OC(=O)C=1C=CC2=C(N(C(=N2)CC2=C(C(=C(C(=C2)F)C2=NC(=CC=C2)OCC2=C(C=C(C=C2)C#N)F)F)F)CCOC)C1 2-(4-(6-((4-cyano-2-fluorobenzyl)oxy)pyridin-2-yl)-2,3,5-trifluorobenzyl)-1-(2-methoxyethyl)-1H-benzo[d]Imidazole-6-carboxylic acid tert-butyl ester